1-(4-hydroxyphenyl)-5-mercaptotetrazole OC1=CC=C(C=C1)N1N=NN=C1S